Ethyl 4,4-difluorocyclohexanecarboxylate FC1(CCC(CC1)C(=O)OCC)F